tert-Butyl 4-(4-formylpyrazol-1-yl)-4-methyl-piperidine-1-carboxylate C(=O)C=1C=NN(C1)C1(CCN(CC1)C(=O)OC(C)(C)C)C